CN(C1(CCNCC1)C)CC1=C(C=C(C=C1)C(F)(F)F)C=1SC=CN1 N,4-dimethyl-N-(2-(thiazol-2-yl)-4-(trifluoromethyl)benzyl)piperidin-4-amine